2-(5-(4-methoxyphenyl)piperidin-3-yl)acetic acid methyl ester COC(CC1CNCC(C1)C1=CC=C(C=C1)OC)=O